[Si](C1=CC=CC=C1)(C1=CC=CC=C1)(C(C)(C)C)OCC[C@H]1N2CC(C[C@@]2(CC1)C(=O)OC)=C methyl (5S,7aS)-5-(2-((tert-butyldiphenylsilyl) oxy) ethyl)-2-methylenetetrahydro-1H-pyrrolizine-7a(5H)-carboxylate